(1R,2R)-2-({4-[4-(difluoromethoxy)-2-(methoxymethoxy)phenyl]-5,6,7,8-tetrahydrophthalazin-1-yl}amino)cyclohexane FC(OC1=CC(=C(C=C1)C1=NN=C(C=2CCCCC12)NC1CCCCC1)OCOC)F